ClC1=NC=C2N(C(NC2=N1)=O)C([2H])([2H])[2H] 2-chloro-7-(methyl-d3)7,9-dihydro-8H-purin-8-one